C(C)(C)SC1=NN=C(S1)N 5-(isopropylthio)-1,3,4-thiadiazol-2-amine